1,3,6,8-tetra(p-carboxyphenyl)pyrene C(=O)(O)C1=CC=C(C=C1)C1=CC(=C2C=CC3=C(C=C(C4=CC=C1C2=C34)C3=CC=C(C=C3)C(=O)O)C3=CC=C(C=C3)C(=O)O)C3=CC=C(C=C3)C(=O)O